C(#C)C=1C=NC2=C(C=C(C=C2C1)OC(C(=O)NCCF)CC)C 2-[(3-ethynyl-8-methyl-6-quinolinyl)oxy]-N-(2-fluoroethyl)butanamide